6-[6-chloro-8-fluoro-2-[[(2S,4R)-4-fluoro-1-methyl-pyrrolidin-2-yl]methoxy]-4-[(2S)-2-methylpiperazin-1-yl]quinazolin-7-yl]-4,5-dimethyl-pyridin-2-amine ClC=1C=C2C(=NC(=NC2=C(C1C1=C(C(=CC(=N1)N)C)C)F)OC[C@H]1N(C[C@@H](C1)F)C)N1[C@H](CNCC1)C